9-(6-(Benzylamino)pyrimidin-4-yl)-4-(6-((4,4-dimethylpiperidin-1-yl)methyl)pyridin-3-yl)-1,4,9-triazaspiro[5.5]undecan-2-one C(C1=CC=CC=C1)NC1=CC(=NC=N1)N1CCC2(CN(CC(N2)=O)C=2C=NC(=CC2)CN2CCC(CC2)(C)C)CC1